fluorobiphenyl-4-carbaldehyde FC1=C(C=CC(=C1)C=O)C1=CC=CC=C1